N-(5-(1,5-naphthyridin-4-yl)-1H-pyrazol-3-yl)-7-fluoro-5-(piperidin-4-ylmethyl)-5H-pyrrolo[2,3-b]pyrazin-3-amine N1=CC=C(C2=NC=CC=C12)C1=CC(=NN1)NC1=CN=C2C(=N1)N(C=C2F)CC2CCNCC2